BrC1=C(C=C2C(=NC=NN2C1=O)N1[C@H](CN(CC1)C(=O)OC(C)(C)C)C)C tert-Butyl (S)-4-(7-bromo-6-methyl-8-oxo-8H-pyrido[2,1-f][1,2,4]triazin-4-yl)-3-methylpiperazine-1-carboxylate